NC1=CC=C(C=N1)N1CCC(CC1)(O)C1CC1 1-(6-aminopyridin-3-yl)-4-cyclopropylpiperidin-4-ol